FC(CCN1N=CC=2C1=CN=C(C2)N2N=C1C=C(C=CC1=C2)C2(CC2)C#N)(F)F 1-[2-[1-(3,3,3-trifluoropropyl)pyrazolo[3,4-c]pyridin-5-yl]indazol-6-yl]cyclopropane-carbonitrile